N1N=CC(=C1)C1=CC2=C(N(C=N2)C2=CC=C(C=C2)CC(=O)NC2=CC(=NS2)C)C=C1 2-(4-(5-(1H-pyrazol-4-yl)-1H-benzo[d]imidazol-1-yl)phenyl)-N-(3-methylisothiazol-5-yl)acetamide